(S)-2-((2-((S)-4-(chlorodifluoromethyl)-2-carbonyloxazolidin-3-yl)-5,6-dihydrobenzo[f]imidazo[1,2-d][1,4]oxazepin-9-yl)amino)propanamide ClC([C@H]1N(C(OC1)=C=O)C=1N=C2N(CCOC3=C2C=CC(=C3)N[C@H](C(=O)N)C)C1)(F)F